The molecule is an alkyl sulfate that is the sulfuric ester of 2,6-dimethylheptan-1-ol. It has a role as a Daphnia pulex metabolite and a kairomone. It derives from a 2,6-dimethylheptan-1-ol. It is a conjugate acid of a 2,6-dimethylheptyl sulfate. CC(C)CCCC(C)COS(=O)(=O)O